ClCCCN[C@H](C)C1=CC=CC2=CC=CC=C12 (R)-3-chloro-N-(1-(naphthalen-1-yl)ethyl)propan-1-amine